C(C1=CC=CC=C1)(=O)OC1CCCOC12CCCO2 1,6-dioxaspiro[4.5]decan-10-yl benzoate